ClC1=CC(=C(OC2CC3(CN(C3)C(=O)N3C[C@@H]4[C@@H](OCC(N4)=O)CC3)C2)C=C1)C(F)(F)F (4aR,8aS)-6-(6-(4-Chloro-2-(trifluoromethyl)phenoxy)-2-azaspiro[3.3]heptane-2-carbonyl)hexahydro-2H-pyrido[4,3-b][1,4]oxazin-3(4H)-one